C([C@H]([C@@H](C(=O)O)O)C(=O)O)C(=O)O The molecule is the (1S,2R)-stereoisomer of isocitric acid. It is a conjugate acid of a L-threo-isocitrate(3-). It is an enantiomer of a D-threo-isocitric acid.